6-fluoro-5-bromoindole FC1=C(C=C2C=CNC2=C1)Br